C(C)N(CCN(CCN(CCN(C)CC)C)C)C N,N'''-diethyl-N,N',N'',N'''-tetramethyl(triethylenetetraamine)